N-[1-(6-(cyclopropylethynyl)-3-oxo-hexahydro-furo[3,2-b]pyrrol-4-yl)-1-cyclopentyl-2-oxo-ethyl]-3-fluoro-4-[2-(4-methyl-piperazin-1-yl)-thiazol-4-yl]-benzamide C1(CC1)C#CC1C2C(N(C1)C(C=O)(C1CCCC1)NC(C1=CC(=C(C=C1)C=1N=C(SC1)N1CCN(CC1)C)F)=O)C(CO2)=O